tert-butyl ((6-bromo-2-(2,4-dimethoxybenzyl)-3-oxoisoindolin-1-yl)methyl)carbamate BrC1=CC=C2C(N(C(C2=C1)CNC(OC(C)(C)C)=O)CC1=C(C=C(C=C1)OC)OC)=O